C(C)OC[C@]1(CN(CC1)C(C)(F)C=1C=CC(=NC1)C)CCC=1SC(=CC1)F |o1:4| 5-(1-((R or S)-3-(ethoxymethyl)-3-(2-(5-fluorothiophen-2-yl)ethyl)pyrrolidin-1-yl)-1-fluoro-ethyl)-2-methylpyridine